4-(5-(2-chloro-4-(trifluoromethyl)phenyl)-2-(2-isobutoxy-6-methylphenyl)-4,5,6,7-tetrahydro-2H-pyrazolo[4,3-c]pyridin-3-yl)-2-fluoroaniline ClC1=C(C=CC(=C1)C(F)(F)F)N1CC=2C(CC1)=NN(C2C2=CC(=C(N)C=C2)F)C2=C(C=CC=C2C)OCC(C)C